OCCCCOC1OCCC1 2-(4-hydroxybutoxy)Tetrahydrofuran